OC[C@]1([C@@H](O)[C@H](O)[C@H](O1)CO)NCC(=O)O α-fructosylglycine